FC1=C(C=C2C=CN(C(C2=C1)=O)CC=1C=C(C=CC1)NC(OC(C)(C)C)=O)C1=NC=C(C=N1)C(F)(F)F tert-butyl N-[3-[[7-fluoro-1-oxo-6-[5-(trifluoromethyl)pyrimidin-2-yl]-2-isoquinolyl]methyl]phenyl]carbamate